bis[2,2,6,6-tetramethyl-4-piperidyl]isophthalamide CC1(NC(CC(C1)C1=CC(=C(C=C1C(=O)N)C(=O)N)C1CC(NC(C1)(C)C)(C)C)(C)C)C